S(C=1C=C(C(C(=O)O)=CC1)C(=O)O)C=1C=C(C(C(=O)O)=CC1)C(=O)O 4,4'-thiodiphthalic acid